(3Z)-1-chloro-3-hexene ClCC\C=C/CC